The molecule is an oxonium betaine obtained by deprotonation of the 5 position of peonidin 3-O-beta-D-glucoside. It is the major microspecies at pH 7.3. It is a conjugate base of a peonidin 3-O-beta-D-glucoside. COC1=C(C=CC(=C1)C2=C(C=C3C(=CC(=O)C=C3O2)O)O[C@H]4[C@@H]([C@H]([C@@H]([C@H](O4)CO)O)O)O)O